ClC1=NC=C(C(=N1)NCC1=CC=CC=C1)C(=O)N 2-chloro-4-(benzylamino)pyrimidin-5-carboxamide